CC1=C(CNCCC2=CNC3=CC=CC=C23)C(=CC=C1)C 2,6-dimethylbenzyl-tryptamine